OC(C)C=1C=CC(=C(C1)O)OC 5-(1-hydroxyethyl)-2-methoxyphenol